ClC1=C(C(=O)N2CCN(CC2)C(=O)N[C@@H]2CNC[C@H]2O)C=CC(=C1)NC=1C=2N(C=CN1)C(=CN2)C=2C(=NNC2)C(F)(F)F 4-[2-chloro-4-[[3-[3-(trifluoromethyl)-1H-pyrazol-4-yl]imidazo[1,2-a]pyrazin-8-yl]amino]benzoyl]-N-[(3R,4R)-4-hydroxypyrrolidin-3-yl]piperazine-1-carboxamide